CN1C(C(=C(C(=C1)C)[O-])NC(N[C@@H](CC(=O)[O-])C=1C=C(C=CC1)C1=C(C(=CC=C1)OC)C)=O)=O.[Na+].[Na+] Natrium (S)-3-(3-(1,5-Dimethyl-4-oxido-2-oxo-1,2-dihydropyridin-3-yl)ureido)-3-(3'-methoxy-2'-methylbiphenyl-3-yl)propanoat